ClC1=C(C(=CC(=C1)B1OC(C(O1)(C)C)(C)C)Cl)N1C(CCC1)=O 1-(2,6-dichloro-4-(4,4,5,5-tetramethyl-1,3,2-dioxaborolan-2-yl)phenyl)pyrrolidin-2-one